C[N-]CC1=CC(=CC=C1)C(F)(F)F methyl-N-(3-trifluoromethylbenzyl)amide